F[C@@H]1C[C@H](N(C1)C(=O)OC(C)(C)C)CN(C(=O)OCC(Cl)(Cl)Cl)C1=C(C(=CC=C1)OC)F tert-butyl (2S,4R)-4-fluoro-2-(((2-fluoro-3-methoxyphenyl)((2,2,2-trichloroethoxy)carbonyl)amino)methyl)pyrrolidine-1-carboxylate